C([C@@H]1[C@@H]([C@@H]([C@H]([C@@H](O1)O[C@@H]2[C@H](O[C@H]([C@@H]([C@H]2O)O)O)CO)O)O)O)O D-(+)-lactose